8-((2-fluoro-4-iodophenyl)amino)-2-(2-hydroxyethoxy)-7-methyl-3,4-dihydro-2,7-naphthyridine-1,6(2H,7H)-dione FC1=C(C=CC(=C1)I)NC=1N(C(C=C2CCN(C(C12)=O)OCCO)=O)C